Cl.Cl.N[C@@H]1CN(C[C@@H](C1)C)C1=C(C=NC=C1)NC(=O)C=1C(=C(C(=CC1)F)C1=C(C=C(C=C1F)CF)F)F N-(4-((3S,5R)-3-amino-5-methylpiperidin-1-yl)pyridin-3-yl)-2,2',6,6'-tetrafluoro-4'-(fluoromethyl)-[1,1'-biphenyl]-3-carboxamide dihydrochloride